Methyl (Z)-1-(4-amino-2-fluorobut-2-en-1-yl)-4-(3-(diethoxyphosphoryl)phenyl)-1H-benzo[d]imidazol-6-carboxylate Hydrochloride Cl.NC\C=C(\CN1C=NC2=C1C=C(C=C2C2=CC(=CC=C2)P(=O)(OCC)OCC)C(=O)OC)/F